COC[C@@H]1[C@H](C1)C1=CNC=2N=CN=C(C21)N[C@@H]2CC[C@@H](N(C2)C(C=C)=O)C 1-((2S,5R)-5-((5-((1S,2S)-2-(methoxymethyl)cyclopropyl)-7H-pyrrolo[2,3-d]pyrimidin-4-yl)amino)-2-methylpiperidin-1-yl)prop-2-en-1-one